6-((3S,4S)-4-(3,4-dihydroisoquinolin-2(1H)-yl)-3-hydroxypiperidine-1-carbonyl)-2,2-dimethyl-2H-benzo[b][1,4]oxazin-3(4H)-one C1N(CCC2=CC=CC=C12)[C@@H]1[C@H](CN(CC1)C(=O)C1=CC2=C(OC(C(N2)=O)(C)C)C=C1)O